ClC=1C(=C(N2N=C(N=CC21)N[C@H]2[C@@H](COCC2)O)C(C)C(C)(F)F)C#N 5-chloro-7-(3,3-difluorobutan-2-yl)-2-{[(3S,4R)-3-hydroxyoxan-4-yl]amino}pyrrolo[2,1-f][1,2,4]triazine-6-carbonitrile